COC1=C(C=CC(=C1)/C=C/C(=O)O[C@@H]([C@@H](C(=O)O)O)C(=O)O)O The molecule is a cinnamate ester obtained by formal condensation of the carboxy group of trans-ferulic acid with one of the hydroxy groups of D-tartaric acid. It derives from a ferulic acid and a D-tartaric acid. It is an enantiomer of a (2R,3R)-trans-fertaric acid.